[[5-(4-piperidyl)pyrimidin-2-yl]amino]piperidine-2,6-dione HCl salt Cl.N1CCC(CC1)C=1C=NC(=NC1)NN1C(CCCC1=O)=O